ClC=1C=C(C(=C(C1)O)C1=CC=C2C(=N1)N=C(O2)N2CC1=CC=CC(=C1CC2)OC)C 5-Chloro-2-[2-(5-methoxy-3,4-dihydro-1H-isoquinolin-2-yl)oxazolo[4,5-b]pyridin-5-yl]-3-methyl-phenol